3-(5-(1-(4-benzyl-1H-1,2,3-triazol-1-yl)ethyl)-1-oxoisoindolin-2-yl)piperidine-2,6-dione C(C1=CC=CC=C1)C=1N=NN(C1)C(C)C=1C=C2CN(C(C2=CC1)=O)C1C(NC(CC1)=O)=O